3-fluoro-5-(((6R,8aR)-1,1,2,2-tetrafluoro-8a-hydroxy-6-methyl-1,2,6,7,8,8a-hexahydroacenaphthylen-5-yl)oxy)benzonitrile FC=1C=C(C#N)C=C(C1)OC1=CC=C2C(C([C@]3(CC[C@H](C1=C32)C)O)(F)F)(F)F